9-[6-(4,6-diphenyl-[1,3,5]triazin-2-yl)-dibenzofuran-2-yl]-3-phenyl-9H-carbazole C1(=CC=CC=C1)C1=NC(=NC(=N1)C1=CC=CC=C1)C1=CC=CC=2C3=C(OC21)C=CC(=C3)N3C2=CC=CC=C2C=2C=C(C=CC32)C3=CC=CC=C3